3-nitro-N-[(1R)-1,2,2-trimethylpropyl]quinolin-4-amine [N+](=O)([O-])C=1C=NC2=CC=CC=C2C1N[C@@H](C(C)(C)C)C